C1(CC1)C1=C(C(=CC=C1)F)C1NCCC1 2-(2-cyclopropyl-6-fluorophenyl)pyrrolidine